FC1(CCC(CC1)N=C=O)F 1,1-difluoro-4-isocyanatocyclohexane